distearoylethyl-hydroxyethylammonium C(CCCCCCCCCCCCCCCCC)(=O)[N+](CCO)(CC)C(CCCCCCCCCCCCCCCCC)=O